C(C1=CC=CC=C1)OC(=O)N1CCC(CC1)CN1CCC2(CN(C2)C=2N=C(N=NC2OC2=C(C=C(C=C2)F)C(N(C(C)C)C(C)C)=O)NC)CC1 4-((2-(6-(2-(diisopropylcarbamoyl)-4-fluorophenoxy)-3-(methylamino)-1,2,4-triazin-5-yl)-2,7-diazaspiro[3.5]nonan-7-yl)methyl)piperidine-1-carboxylic acid benzyl ester